ClC=1C=C(C=O)C(=CN1)C 2-chloro-5-methylisonicotinaldehyde